(R)-4-(4-((1-(3-(1,1-difluoroethyl)-2-fluorophenyl)ethyl)amino)-7-methoxypyrido[2,3-d]pyrimidin-6-yl)tetrahydro-2H-thiopyran 1,1-dioxide FC(C)(F)C=1C(=C(C=CC1)[C@@H](C)NC=1C2=C(N=CN1)N=C(C(=C2)C2CCS(CC2)(=O)=O)OC)F